FC1(CN(C1)CC1CCC(CC1)NC(OC(C)(C)C)=O)F tert-Butyl ((1r,4r)-4-((3,3-difluoroazetidin-1-yl)methyl)cyclohexyl)carbamate